6-hydroxyquinoline-2,4-dicarboxylic acid OC=1C=C2C(=CC(=NC2=CC1)C(=O)O)C(=O)O